1,1,3,3-tetramethyl-2-butyl-guanidine imidazole salt N1C=NC=C1.CN(C(=NCCCC)N(C)C)C